C(C)(C)(C)C=1CC(=CC(C1)=CC1CCCCC1)C(C)(C)C 2,6-di-tert-butyl-4-cyclohexylmethylene-2,5-cyclohexadiene